2-(4-methylthiazol-2-yl)benzo[d]isothiazol-3(2H)-one CC=1N=C(SC1)N1SC2=C(C1=O)C=CC=C2